N-methyl-N-(3-(((5-methyl-2-((1,2,3,4-tetrahydroisoquinolin-6-yl)amino)pyrimidin-4-yl)amino)methyl)pyridin-2-yl)methanesulfonamide CN(S(=O)(=O)C)C1=NC=CC=C1CNC1=NC(=NC=C1C)NC=1C=C2CCNCC2=CC1